(S)-2-amino-N-(1-(1-oxo-2-phenyl-8-((4,5,6,7-tetrahydro-1H-indazol-3-yl)ethynyl)-1,2-dihydroisoquinolin-3-yl)ethyl)pyrazolo[1,5-a]pyrimidine-3-carboxamide NC1=NN2C(N=CC=C2)=C1C(=O)N[C@@H](C)C=1N(C(C2=C(C=CC=C2C1)C#CC1=NNC=2CCCCC12)=O)C1=CC=CC=C1